C=1N=CN2C1C1=CC=CC=C1[C@@H]2C2C(CN(CC2)S(=O)(=O)C)O 4-((S)-5H-Imidazo[5,1-a]isoindol-5-yl)-1-(methylsulfonyl)piperidin-3-ol